COC1=NC(=CC=C1NC=1N=CC2=C(N1)N1C(C(=C2)C2=CC=NC=C2)=NCC1)N1CCNCC1 N-(2-methoxy-6-(piperazin-1-yl)pyridin-3-yl)-6-(pyridin-4-yl)-8,9-dihydroimidazo[1',2':1,6]pyrido[2,3-d]pyrimidin-2-amine